(3S,4S)-8-(5-((1H-pyrazolo[4,3-b]pyridin-4-yl)thio)pyrazin-2-yl)-3-methyl-2-oxa-8-azaspiro[4.5]decan-4-amine N1NC=C2N(C=CC=C21)SC=2N=CC(=NC2)N2CCC1([C@@H]([C@@H](OC1)C)N)CC2